2-chloro-6-(2-fluoroprop-2-yl)pyridine ClC1=NC(=CC=C1)C(C)(C)F